[2H]C1(N(C(CC(C1)O)([2H])[2H])C(=O)OC(C)(C)C)[2H] Tert-butyl 2,2,6,6-tetradeuterio-4-hydroxy-piperidine-1-carboxylate